6-(dimethylphosphoryl)-2-methylpyrido[3,4-d]pyrimidin CP(=O)(C)C1=CC2=C(N=C(N=C2)C)C=N1